C(C\C=C/CCCC)OC(CCCCC(=O)O)OCC\C=C/CCCC 6,6-bis(((Z)-oct-3-en-1-yl)oxy)hexanoic acid